FC(C1(CC1)C=1N2C(SC1)=NC(=C2)C(=O)N)(F)F 3-(1-(trifluoromethyl)cyclopropyl)imidazo[2,1-b]thiazole-6-carboxamide